2,6-dibromo-N-[1-(ethenylamino)hexan-2-yl]-5-methoxypyridine-3-sulfonamide BrC1=NC(=C(C=C1S(=O)(=O)NC(CNC=C)CCCC)OC)Br